N-((R)-1-(3-amino-5-(trifluoromethyl)phenyl)ethyl)-6-((S)-2-(methoxymethyl)morpholino)-2-methyl-8,9-dihydro-7H-cyclopenta[h]quinazolin-4-amine NC=1C=C(C=C(C1)C(F)(F)F)[C@@H](C)NC1=NC(=NC2=C3C(=C(C=C12)N1C[C@H](OCC1)COC)CCC3)C